NC[C@]1(CN(CC[C@H]1C(=O)[O-])CC1=CC=CC=C1)O trans-3-(aminomethyl)-1-benzyl-3-hydroxypiperidine-4-carboxylate